3-Bromo-1-chloro-4-fluoro-2-(methoxymethoxy)benzene BrC=1C(=C(C=CC1F)Cl)OCOC